C(C)C1=NC=CC(=C1)CN(C1CN(CCC1)C(=O)OC(C)(C)C)CC1=CN(C2=CC=CC=C2C1=O)C tert-butyl 3-{[(2-ethylpyridin-4-yl)methyl][(1-methyl-4-oxo-1,4-dihydroquinolin-3-yl)methyl]amino}piperidine-1-carboxylate